(2-ethenyl-4-nitrophenyl)piperidin-4-ol C(=C)C1=C(C=CC(=C1)[N+](=O)[O-])N1CCC(CC1)O